2-(4-phenoxyphenyl)-7-(pyrrolidin-3-yl)-1H-imidazo[1,2-b]Pyrazole-3-carboxylic acid O(C1=CC=CC=C1)C1=CC=C(C=C1)C=1NC=2N(N=CC2C2CNCC2)C1C(=O)O